(2R,3R)-1-[2-(3,4-dihydro-2H-1,4-benzoxazine-6-sulfonyl)-2H,4H,5H,6H-pyrrolo[3,4-c]pyrazol-5-yl]-3-hydroxy-2-phenylbutan-1-one O1CCNC2=C1C=CC(=C2)S(=O)(=O)N2N=C1C(=C2)CN(C1)C([C@@H]([C@@H](C)O)C1=CC=CC=C1)=O